FC1=C2C[C@@H](N(C2=CC(=C1)F)CC=1C=C(C=C2C(C=C(OC12)N1CCOCC1)=O)C(=O)N(C)C)C (S)-8-((4,6-difluoro-2-methylindolin-1-yl)methyl)-N,N-dimethyl-2-morpholino-4-oxo-4H-chromene-6-carboxamide